[K+].C(C)(C)C1=C(C(=CC(=C1)C(C)C)C(C)C)S(=O)[O-].ClC=1C(=NC2=CC(=CC=C2N1)OC=1C=CC2=C(NC(=N2)C)C1)C=1C=NN(C1)C1C2CN(C(C1)C2)C chloro-7-((2-methyl-1H-benzo[d]imidazol-6-yl)oxy)-2-(1-(2-methyl-2-azabicyclo[2.2.1]heptan-5-yl)-1H-pyrazol-4-yl)quinoxaline 2,4,6-triisopropylbenzenesulfinate potassium